[Zn+2].P(=S)(SCCCC)(OCCCC)[O-].C(CCC)SP(=S)(OCCCC)[O-] dibutyl dithiophosphate zinc salt